ClC=1N=C(C2=C(N1)N(C=C2F)COCC[Si](C)(C)C)O 2-chloro-5-fluoro-7-((2-(trimethylsilyl)ethoxy)methyl)-7H-pyrrolo[2,3-d]pyrimidin-4-ol